2-(((R)-1-(cyclopropanecarbonyl)pyrrolidin-3-yl)amino)pyridine C1(CC1)C(=O)N1C[C@@H](CC1)NC1=NC=CC=C1